ClC=1C(=C2C=NNC2=C(C1F)CN1C(=NC=C1)C)C=1N=CC=2N(C1)C=C(N2)NC(=O)C2C(C2)F N-(6-(5-chloro-6-fluoro-7-((2-methyl-1H-imidazol-1-yl)methyl)-1H-indazol-4-yl)imidazo[1,2-a]pyrazin-2-yl)-2-fluorocyclopropane-1-carboxamide